C(C)C(COP(=O)(OCC(CCCC)CC)C(CC(=O)O)C)CCCC 3-[di(2-ethylhexyloxy)phosphoryl]butyric acid